CC(CC)(CCC(CC)(O)C)O 3,6-dimethyl-3,6-octanediol